N-ethoxy-4-((2-(N-methylmethanesulfonamido)-4-morpholinophenyl)amino)-6-(pyrazin-2-ylamino)nicotinamide C(C)ONC(C1=CN=C(C=C1NC1=C(C=C(C=C1)N1CCOCC1)N(S(=O)(=O)C)C)NC1=NC=CN=C1)=O